4-(cyclopropyloxy)pyridin-2-amine C1(CC1)OC1=CC(=NC=C1)N